ClC1=C(OCC(C(=O)N[C@@H]2[C@H](CNCC2)F)(C)C)C=CC=C1 3-(2-chlorophenoxy)-N-((3S,4S)-3-fluoropiperidin-4-yl)-2,2-dimethylpropionamide